2-((2-ethyl-6-(6-(2-(3-hydroxyazetidin-1-yl)-2-oxoethyl)-2-methylpyridin-3-yl)imidazo[1,2-a]pyridin-3-yl)(methyl)amino)-4-(4-fluorophenyl)thiazol-5-carbonitrile C(C)C=1N=C2N(C=C(C=C2)C=2C(=NC(=CC2)CC(=O)N2CC(C2)O)C)C1N(C=1SC(=C(N1)C1=CC=C(C=C1)F)C#N)C